(9H-fluoren-9-yl)methyl (2-(2-(2-(3,5-bis(bromomethyl)-1H-pyrazol-1-yl)ethoxy)ethoxy)ethyl)carbamate BrCC1=NN(C(=C1)CBr)CCOCCOCCNC(OCC1C2=CC=CC=C2C=2C=CC=CC12)=O